7-bromo-4-(1,1-difluoroethyl)-6-fluoroquinazolin-2(1H)-one BrC1=C(C=C2C(=NC(NC2=C1)=O)C(C)(F)F)F